CC1=C(C(=O)NC2=CC=C(C3=CC=CC=C23)S(NC(C)C2NCCCC2)(=O)=O)C=CC=C1 2-methyl-N-(4-(N-(1-(piperidin-2-yl)ethyl)sulfamoyl)naphthalen-1-yl)benzamide